C(CCCCCC(C(=O)N)CC1=CC(=C(C(=C1)C(C)(C)C)O)C(C)(C)C)C(C(=O)N)CC1=CC(=C(C(=C1)C(C)(C)C)O)C(C)(C)C (hexane-1,6-diyl)bis[3-(3,5-di-tert-butyl-4-hydroxyphenyl)propanamide]